(S)-2-(2-chloro-6-fluorobenzamido)-3-(4-(7-fluoro-3-methyl-2-oxo-2,3-dihydro-1H-benzo[d]imidazol-1-yl)phenyl)propanoic acid ClC1=C(C(=O)N[C@H](C(=O)O)CC2=CC=C(C=C2)N2C(N(C3=C2C(=CC=C3)F)C)=O)C(=CC=C1)F